L-Tyrosinol HCl Cl.N[C@@H](CC1=CC=C(C=C1)O)CO